FC=1C=C(C=CC1)N1C(C=CC(=C1)[N+](=O)[O-])=O 1-(3-fluorophenyl)-5-nitropyridin-2(1H)-one